4-(pyridin-2-yl)pyrimidin-2-amine N1=C(C=CC=C1)C1=NC(=NC=C1)N